C(=C)[Si](O[Si](C1=CC=CC=C1)(O[Si](C=C)(C)C)O[Si](C=C)(C)C)(C)C tris(vinyl-dimethyl-siloxy)phenylsilane